9H-pyrimido[5,4-b]indolizine-4,8-diamine N1=CN=C(C=2C=C3C=CC(CN3C21)N)N